5-chloro-N-(6-(piperidin-4-ylidenemethyl)pyridin-2-yl)picolinamide ethyl-(Z)-4-((tert-butoxycarbonyl)(methyl)amino)-2-methylbut-2-enoate C(C)OC(\C(=C/CN(C)C(=O)OC(C)(C)C)\C)=O.ClC=1C=CC(=NC1)C(=O)NC1=NC(=CC=C1)C=C1CCNCC1